phenyl-(2,4,6-trimethylbenzoyl)sodium phosphinate [PH2](O)=O.C1(=CC=CC=C1)C=1C(=C(C(=O)[Na])C(=CC1C)C)C